3-{2,4-difluoro-2'-hydroxy-5,6'-dimethyl-[1,1'-biphenyl]-3-yl}propanoate FC1=C(C=C(C(=C1CCC(=O)[O-])F)C)C1=C(C=CC=C1C)O